(2-((6-chloro-3,5-dicyano-4-ethylpyridin-2-yl)(methyl)amino)ethyl)carbamic acid tert-butyl ester C(C)(C)(C)OC(NCCN(C)C1=NC(=C(C(=C1C#N)CC)C#N)Cl)=O